COCCN1C(C=C(C=C1)C1=CC=C2C(=N1)N1C(=N2)CC[C@@H]1C1=CC=CC=C1)=O (R)-1-(2-methoxyethyl)-4-(8-phenyl-7,8-dihydro-6H-pyrrolo[2',1':2,3]imidazo[4,5-b]pyridin-2-yl)pyridin-2(1H)-one